BrC=1C=CC(=C(C1)C1=NOC(=C1)[C@]1(C(N(CC1)C)=O)O)F (R)-3-(3-(5-Bromo-2-fluorophenyl)isoxazol-5-yl)-3-hydroxy-1-methylpyrrolidin-2-one